benzyl (8S,11S,15R)-3-fluoro-15-methoxy-13,18-dimethyl-12-oxo-5,7,10,13,17,19,23,26-octazapentacyclo[15.6.1.12,6.18,11.020,24]hexacosa-1(24),2(26),3,5,18,20,22-heptaene-10-carboxylate FC=1C=2C=3N=CC=C4N=C(N(C[C@H](CN(C([C@H]5N(C[C@@H](NC(=NC1)N2)C5)C(=O)OCC5=CC=CC=C5)=O)C)OC)C34)C